FC1=C(C=CC=C1)C(O)=[Se] 2-fluorobenzeneselenic acid